NC1=CC(=C(C=C1)C1=C(C=2N=CN=C(C2N1C1=CC(=C(C=C1)OC1=NC=CC(=N1)C)F)N)Br)C 6-(4-amino-2-methylphenyl)-7-bromo-5-(3-fluoro-4-((4-methylpyrimidin-2-yl)oxy)phenyl)-5H-pyrrolo[3,2-d]pyrimidin-4-amine